BrC1=CC=CC=2C=3N(C(=NC12)N[C@H]1C(NCCCC1)=O)N=C(N3)C3=C(C=C(C=C3)Cl)OC(F)(F)F (3R)-3-({7-bromo-2-[4-chloro-2-(trifluoromethoxy)phenyl][1,2,4]triazolo[1,5-c]quinazolin-5-yl}amino)azepan-2-one